FC(OC=1C(=NC=CC1)N1CCNCC1)F 1-(3-(difluoromethoxy)pyridin-2-yl)piperazine